C1N(CCC2=CC=CC=C12)C=1C=CN(C=CC1O)C(=O)C1=NC=NC(=C1)NC1CCN(CC1)S(=O)(=O)C (4-(3,4-Dihydroisoquinolin-2(1H)-yl)-5-hydroxyazepin-1-yl)(6-((1-(methylsulfonyl)piperidine-4-yl)amino)pyrimidin-4-yl)methanone